ClC1=NC2=C(N1CC(=O)N1CCC(CC1)C=1SC=C(N1)C1=NOC(C1)C1=C(C=CC=C1F)F)C=C(C=C2)F 2-(2-chloro-6-fluoro-1H-benzimidazol-1-yl)-1-(4-(4-(5-(2,6-difluorophenyl)-4,5-dihydroisoxazol-3-yl)thiazol-2-yl)piperidin-1-yl)ethan-1-one